(S)-2-(1,1-difluoroethyl)-5-(4-(4-(difluoromethyl)pyrazolo[1,5-a]pyridin-2-yl)-1,4,6,7-tetrahydro-5H-imidazo[4,5-c]pyridin-5-yl)-1,3,4-oxadiazole FC(C)(F)C=1OC(=NN1)N1[C@@H](C2=C(CC1)NC=N2)C2=NN1C(C(=CC=C1)C(F)F)=C2